8-bromo-4-hydroxy-chromen-2-one BrC=1C=CC=C2C(=CC(OC12)=O)O